2-(6-(4-(5-(4-chloro-3-fluorophenyl)-7,7-dimethyl-4,5,6,7-tetrahydrothiazolo[5,4-c]pyridine-2-carbonyl)-3,3-dimethylpiperazin-1-yl)pyridin-3-yl)acetic acid ClC1=C(C=C(C=C1)N1CC2=C(C(C1)(C)C)N=C(S2)C(=O)N2C(CN(CC2)C2=CC=C(C=N2)CC(=O)O)(C)C)F